N-(2-hydroxyethyl)nicotinamide hydrochloride Cl.OCCNC(C1=CN=CC=C1)=O